O=C1NC(CCC1N1CC2=CC=C(C=C2C1=O)NC(C1=CC=CC=C1)=O)=O N-(2-(2,6-dioxopiperidin-3-yl)-3-oxoisoindolin-5-yl)benzamide